2-Oxo-2-[(2R,5S)-5-methyl-2-[2-[(1-methyl-4-piperidyl)methyl]-2,3-dihydro-1,3-benzothiazol-5-yl]-1-piperidyl]-N-[1-(2-trimethylsilylethoxymethyl)pyrazolo[4,3-c]pyridin-7-yl]acetamide O=C(C(=O)NC=1C2=C(C=NC1)C=NN2COCC[Si](C)(C)C)N2[C@H](CC[C@@H](C2)C)C=2C=CC1=C(NC(S1)CC1CCN(CC1)C)C2